FC(OC1=C(CN2C(=NC3=C2C=C(C=C3)C=3C=CC(NC3)=O)COC3=CC(=CC=C3)N3C(CCC3)=O)C=CC=C1)F 5-(1-[2-(Difluoromethoxy)benzyl]-2-{[3-(2-oxo-pyrrolidin-1-yl)phenoxy]methyl}-1H-benzimidazol-6-yl)-pyridin-2(1H)-one